BrC=1N=C2C(=C(C(N(C2=CC1)CC#N)=O)C#N)N1CCN(CC1)C(C)C1=CC=C(C=C1)F 6-bromo-1-(cyanomethyl)-4-(4-(1-(4-fluorophenyl)ethyl)piperazin-1-yl)-2-oxo-1,2-dihydro-1,5-naphthyridine-3-carbonitrile